C(C)OC(=O)C=1C2=C(NC1C)C(CC2C2CC2)=O 4-Cyclopropyl-2-methyl-6-oxo-1,4,5,6-tetrahydrocyclopenta[b]pyrrole-3-carboxylic acid ethyl ester